[W].[Co].[Ni].ClC=1C(=C(C(=C(C1)[C@@H]1[C@@H](O[C@]([C@H]1C)(C(F)(F)F)C)C(=O)NC1=CC(=NC=C1)C(=O)N)OC)F)F 4-[[(2R,3R,4S,5R)-3-(5-chloro-3,4-difluoro-2-methoxy-phenyl)-4,5-dimethyl-5-(trifluoromethyl)tetrahydrofuran-2-carbonyl]amino]pyridine-2-carboxamide nickel cobalt tungsten